O=C(CCCCCCCCCC(=O)O)CCCCCCCCC=CCC=CCCCCC 11-oxononacosa-20,23-dienoic acid